C(C(=O)[O-])(=O)F.C(C(=O)[O-])(=O)F.[B+3].[Li+] lithium boron bis(fluorooxalate)